COC=1C=C(C=CC1)CCNC(C)=O N-(3-methoxyphenylethyl)acetamide